C(C)(C)(C)OC(=O)N1[C@@H](CN([C@H](C1)C)C1=CC=C(C=C1)OCC1=CC=CC=C1)C (2r,5s)-4-(4-(benzyloxy)phenyl)-2,5-dimethylpiperazine-1-carboxylic acid tert-butyl ester